N[C@H](COC=1C=CC(=C(C(=O)NC2(CC2)C2=C3C=CN=CC3=CC(=C2)OC)C1)C)C (s)-5-(2-Aminopropoxy)-N-(1-(7-methoxyisoquinolin-5-yl)cyclopropyl)-2-methylbenzamide